(2R,4R)-N-[2-(cyclohexylamino)-2-oxo-1-(3-pyridyl)ethyl]-4-hydroxy-N-(2-methyl-3H-benzimidazol-5-yl)pyrrolidine-2-carboxamide C1(CCCCC1)NC(C(C=1C=NC=CC1)N(C(=O)[C@@H]1NC[C@@H](C1)O)C1=CC2=C(N=C(N2)C)C=C1)=O